N-(6-((R)-3-((5-chloro-4-(1H-indol-3-yl)pyrimidin-2-yl)amino)piperidin-1-yl)-6-oxohexyl)-2-((2-(2,6-dioxopiperidin-3-yl)-1,3-dioxoisoindolin-4-yl)oxy)acetamide ClC=1C(=NC(=NC1)N[C@H]1CN(CCC1)C(CCCCCNC(COC1=C2C(N(C(C2=CC=C1)=O)C1C(NC(CC1)=O)=O)=O)=O)=O)C1=CNC2=CC=CC=C12